C(C)OC1=C(C=CC(=C1)C=O)OC(\C=C\C1=CC=C(C=C1)OC)=O 2-Ethoxy-4-formylphenyl-(E)-3-(4-methoxyphenyl)acrylat